4-(thiophen-3-yl)butanoic acid S1C=C(C=C1)CCCC(=O)O